ClC=1C=C(C=CC1OC1CC1)[C@H]([C@@H](CN1CCCC1)NC(/C(/C=1OC2=C(C1)C=C(C=C2)C(F)(F)F)=N/O)=O)O (E)-N-((1r,2r)-1-(3-chloro-4-cyclopropoxyphenyl)-1-hydroxy-3-(pyrrolidin-1-yl)propan-2-yl)-2-(hydroxyimino)-2-(5-(trifluoromethyl)benzofuran-2-yl)acetamide